C(C=C)(=O)OCCOCCOCC β-ethoxyethoxyethyl acrylate